NC1=CC=C(C=N1)C1=CC(=NC2=C(C(=CC=C12)Cl)Cl)N1[C@@H](CCC1)COCCC(=O)OC methyl (S)-3-((1-(4-(6-aminopyridin-3-yl)-7,8-dichloroquinolin-2-yl)pyrrolidin-2-yl)methoxy)propanoate